OC1=CC=C2[C@H]([C@H](OCC2=C1)C1=CC=CC=C1)C1=CC=C(C=C1)N1CCC(CC1)CN1CCN(CC1)C1=CC2=C(N(C(N2C)=O)[C@H]2C(NC(CC2)=O)=O)C=C1 (R)-3-(5-(4-((1-(4-((3S,4R)-7-hydroxy-3-phenylisochroman-4-yl)phenyl)piperidin-4-yl)methyl)piperazin-1-yl)-3-methyl-2-oxo-2,3-dihydro-1H-benzo[d]imidazol-1-yl)piperidine-2,6-dione